ClC1=CC=C(C=C1)C=1SC(=C(N1)C1=CC=CC=C1)C(=O)N1C[C@@H]2CNC[C@@H]2C1 (2-(4-chlorophenyl)-4-phenylthiazol-5-yl)((3aR,6aS)-hexahydropyrrolo[3,4-c]pyrrol-2(1H)-yl)methanone